(2-(5-(difluoromethyl)-3-(3-(1-(o-tolyl)cyclopropyl)-1,2,4-oxadiazol-5-yl)-1H-pyrazol-1-yl)acetyl)glycine FC(C1=CC(=NN1CC(=O)NCC(=O)O)C1=NC(=NO1)C1(CC1)C1=C(C=CC=C1)C)F